COC1=CC(=CC2=C1C(=NO2)NS(=O)(=O)C2=CC(=CC=C2)N2CCNCC2)CN2N=CC=C2 N-[4-methoxy-6-(pyrazol-1-ylmethyl)-1,2-benzoxazol-3-yl]-3-piperazin-1-yl-benzenesulfonamide